tert-Butyl 3-(3-(4-((2S,3S)-1-methyl-5-oxo-2-(pyridin-3-yl)pyrrolidine-3-carboxamido) butanamido)propoxy)propanoate CN1[C@@H]([C@H](CC1=O)C(=O)NCCCC(=O)NCCCOCCC(=O)OC(C)(C)C)C=1C=NC=CC1